(1s,3s)-3-(3-(2-(3-methylisoxazol-5-yl)acetamido)-1H-pyrazol-5-yl)cyclobutyl isopropylcarbamate C(C)(C)NC(OC1CC(C1)C1=CC(=NN1)NC(CC1=CC(=NO1)C)=O)=O